(2-((5-bromo-2-((2-methoxy-5-methyl-4-(4-(4-methylpiperazin-1-yl) piperidin-1-yl) phenyl) amino) pyrimidin-4-yl) amino)-5-methylphenyl) dimethylphosphite dihydrate O.O.CP(OC1=C(C=CC(=C1)C)NC1=NC(=NC=C1Br)NC1=C(C=C(C(=C1)C)N1CCC(CC1)N1CCN(CC1)C)OC)(O)(O)C